NC1=NC2=CC(=CC=C2C=C1)C=1C=C(C=CC1)NC(C(=C)F)=O N-[3-(2-aminoquinolin-7-yl)phenyl]-2-fluoroprop-2-enamide